OCCO\N=C/1\CCC2=C(C=CC=C12)C1=NOC(=N1)C=1C=CC(=C(C#N)C1)OC(C)C (Z)-5-(3-(1-((2-hydroxyethoxy)imino)-2,3-dihydro-1H-inden-4-yl)-1,2,4-oxadiazol-5-yl)-2-isopropoxybenzonitrile